(1S,5S,7R)-1,5-Diallyl-4-hydroxy-6,6-dimethyl-7-(3-methylbut-2-en-1-yl)-3-(pent-4-ynoyl)bicyclo[3.3.1]non-3-en C(C=C)[C@]12CC(=C([C@](C([C@@H](C1)CC=C(C)C)(C)C)(C2)CC=C)O)C(CCC#C)=O